COC1=CC(=NC(=C1)NC(=O)N)NC(=O)N 1,1'-(4-methoxypyridine-2,6-diyl)diurea